NC[C@@]1(C(NC(N1)=O)=O)C1=CC=NC=C1 |r| rac-5-(aminomethyl)-5-(pyridin-4-yl)imidazolidine-2,4-dione